(4-bromo-3-fluorophenyl)acetamide BrC1=C(C=C(C=C1)CC(=O)N)F